C(C)C1=CC(=NN1COCC[Si](C)(C)C)N 5-ethyl-1-{[2-(trimethylsilyl)ethoxy]methyl}-1H-pyrazol-3-amine